Cl.NC(C(=O)NC1=C(C=C(C(=C1)CCN(C)C)[C@@H](C(NCC(F)(F)F)=O)C)F)=C(C1CC1)C1CC1 (S)-2-amino-3,3-dicyclopropyl-N-(5-(2-(dimethylamino)ethyl)-2-fluoro-4-((S)-1-oxo-1-((2,2,2-trifluoroethyl)amino)propan-2-yl)phenyl)propenamide hydrochloride